4-((2S,5S)-5-isopropyl-4,7,35-trioxo-37-(pyridin-2-yldisulfanyl)-2-(3-ureidopropyl)-10,13,16,19,22,25,28,31-octaoxa-3,6,34-triazaheptatriacontanamido)benzyl (2-aminoethyl)carbamate NCCNC(OCC1=CC=C(C=C1)NC([C@@H](NC([C@@H](NC(CCOCCOCCOCCOCCOCCOCCOCCOCCNC(CCSSC1=NC=CC=C1)=O)=O)C(C)C)=O)CCCNC(=O)N)=O)=O